Cl.N[C@@H](CO)C(=O)N L-serinamide HCl